N-(((S)-4-chloro-8-ethyl-8-hydroxy-9,12-dioxo-8,9,12,14-tetrahydro-11H-furo[3,2-f]pyrano[3',4':6,7]indolizino[1,2-b]quinolin-15-yl)methyl)-2-cyclopropyl-2-hydroxyacetamide ClC1=C2C(=C3C(=C4C(=NC3=C1)C1=CC3=C(C(N1C4)=O)COC([C@]3(O)CC)=O)CNC(C(O)C3CC3)=O)C=CO2